OCCOC1=CC(=NC=C1)C=1N=C(C2=C(N1)CCC2)N([C@@H](C(=O)NC=2C=NN(C2)C)C)C (2R)-2-({2-[4-(2-hydroxyethoxy)pyridin-2-yl]-5H,6H,7H-cyclopenta[d]pyrimidin-4-yl}(methyl)amino)-N-(1-methyl-1H-pyrazol-4-yl)propanamide